2,2'-azobis[2-(2-imidazolin-2-yl)propane] disulfate dihydrate O.O.S(=O)(=O)(O)OS(=O)(=O)O.N(=NC(C)(C)C=1NCCN1)C(C)(C)C=1NCCN1